2-Chloro-4-fluoro-3-(1-phenyl-2,5,8,11,14-pentaoxahexadecan-16-yl)pyridine ClC1=NC=CC(=C1CCOCCOCCOCCOCCOCC1=CC=CC=C1)F